benzyl 4-chlorosulfonylpiperazine-1-carboxylate ClS(=O)(=O)N1CCN(CC1)C(=O)OCC1=CC=CC=C1